BrC1=NN2C(S1)=NC(=C2)C=2C=C1C=CC=CN1C2 2-bromo-6-(indolizin-2-yl)imidazo[2,1-b][1,3,4]Thiadiazole